C1C2=C(C=CC(=C2Cl)Cl)N=C3N1CC(=O)N3 The molecule is a 1,5-dihydroimidazo[2,1-]quinazoline having an oxo substituent at the 2-position and chloro substituents at the 6- and 7-positions. It has a role as an anticoagulant, a platelet aggregation inhibitor, an antifibrinolytic drug and a cardiovascular drug.